C(C)OC=1N=C2C(=CC=NC2=CC1)C1=CC=2C(NCCC2N1)=O 2-(6-ethoxy-1,5-naphthyridin-4-yl)-1h,5h,6h,7h-pyrrolo[3,2-c]Pyridin-4-one